FC(CC1=C(C=CC=C1)C(=O)N1CCOC2(C1)C=C(C(C(C2)(C)C)=O)C#N)F 4-[2-(2,2-difluoroethyl)benzene-1-carbonyl]-10,10-dimethyl-9-oxo-1-oxa-4-azaspiro[5.5]undec-7-ene-8-carbonitrile